BrC=1N=C(SC1C)N1C(NCCC1)=O (4-bromo-5-methylthiazol-2-yl)tetrahydropyrimidin-2(1H)-one